NC(C(C(CC1=CC=CC=C1)NC(=O)C1=C(N=C(O1)C(F)F)C=1C=CC=C2C=NNC12)=O)=O N-(4-amino-3,4-dioxo-1-phenylbutan-2-yl)-2-(difluoromethyl)-4-(1H-indazol-7-yl)oxazole-5-carboxamide